N1(N=NC=C1)C[C@@H](C(=O)O)N (2S)-3-(triazol-1-yl)-2-(amino)propionic acid